5-chloro-2-{[4-(propan-2-yloxy)piperidin-1-yl]methyl}-7,8-dihydro-6H-spiro[[1,3]oxazolo[5,4-f]quinazoline-9,1'-cyclohexane]-7-one ClC=1C=C2C(=C3C1NC(NC31CCCCC1)=O)OC(=N2)CN2CCC(CC2)OC(C)C